5-(3-fluoro-2-methylphenyl)-3-(methylamino)-4H-benzo[e][1,2,4]thiadiazine 1,1-dioxide FC=1C(=C(C=CC1)C1=CC=CC2=C1NC(=NS2(=O)=O)NC)C